ClC1=NC=C(C(=N1)N(C)C1=CC(=C(C=C1)[N+](=O)[O-])Cl)F 2-chloro-N-(3-chloro-4-nitrophenyl)-5-fluoro-N-methylpyrimidin-4-amine